NC=1C=CC2=C(CCCC(N2)=O)C1 7-amino-2,3,4,5-tetrahydro-1H-1-benzazepin-2-one